5-Bromo-1-(4-(trifluoromethyl)benzyl)-1H-indazole-3-ol BrC=1C=C2C(=NN(C2=CC1)CC1=CC=C(C=C1)C(F)(F)F)O